tert-butyl (E)-3-((tert-butoxycarbonyl) amino)-5-(3-(4,4,5,5-tetramethyl-1,3,2-dioxaborolan-2-yl) allyl)-1H-indole-1-carboxylate C(C)(C)(C)OC(=O)NC1=CN(C2=CC=C(C=C12)C\C=C\B1OC(C(O1)(C)C)(C)C)C(=O)OC(C)(C)C